2-(4-fluorophenoxy)-N-(2-methoxyethyl)-N-(4'-(methoxymethyl)-[1,1'-biphenyl]-4-yl)-2-methylpropanamide FC1=CC=C(OC(C(=O)N(C2=CC=C(C=C2)C2=CC=C(C=C2)COC)CCOC)(C)C)C=C1